C(C)OC1=C(C=CC(=N1)[C@@H](CS(=O)(=O)C)N1C(NC=2C1=NC=C(C2C)C2=C(C=CC=C2)C(F)(F)F)=O)OC (S)-3-(1-(6-ethoxy-5-methoxypyridin-2-yl)-2-(methylsulfonyl)ethyl)-7-methyl-6-(2-(trifluoromethyl)phenyl)-1H-imidazo[4,5-b]pyridin-2(3H)-one